vinyl α-allyloxymethylacrylate C(C=C)OCC(C(=O)OC=C)=C